(R)-3-(4-cyanophenethyl)-1-(2-(6-methylpyridin-2-yl)propan-2-yl)pyrrolidine-3-carboxamide C(#N)C1=CC=C(CC[C@@]2(CN(CC2)C(C)(C)C2=NC(=CC=C2)C)C(=O)N)C=C1